C(C)(C)(C)OC(=O)N1[C@H](CC(CC1)CCO)C (2S)-4-(2-hydroxyethyl)-2-methylpiperidine-1-carboxylic acid tert-butyl ester